N1=CC(=CC=C1)C=1OC2=C(N1)C=C(C=C2)NC2=NC=CC=N2 2-(pyridin-3-yl)-N-(pyrimidin-2-yl)-1,3-benzoxazol-5-amine